2-[(4-aminophenyl)thio]-5-phenyl-1H-pyrrole-3-carbonitrile NC1=CC=C(C=C1)SC=1NC(=CC1C#N)C1=CC=CC=C1